2-(1-hydroxy-ethyl)-4-[[5-(4-hydroxy-1-piperidyl)-2-pyridyl]amino]-6H-1,6-naphthyridin-5-one OC(C)C1=NC=2C=CNC(C2C(=C1)NC1=NC=C(C=C1)N1CCC(CC1)O)=O